N-[6-[(7R)-3,3-dideuterio-7-[4-(trifluoromethoxy)phenyl]-1,4-oxazepan-4-yl]-2-fluoro-4-methyl-3-pyridyl]-3,3-dimethyl-butanamide [2H]C1(CO[C@H](CCN1C1=CC(=C(C(=N1)F)NC(CC(C)(C)C)=O)C)C1=CC=C(C=C1)OC(F)(F)F)[2H]